((3-(4-((1H-imidazol-1-yl)methyl)phenyl)-5-isobutyl-4-methylthiophen-2-yl)sulfonyl)carbamic acid N1(C=NC=C1)CC1=CC=C(C=C1)C1=C(SC(=C1C)CC(C)C)S(=O)(=O)NC(O)=O